2-(2-((2S,5R)-4-(2-(4-((6-hydroxy-2-(4-(methylsulfonyl)phenyl)naphthalene-1-yl)oxy)phenoxy)ethyl)-2,5-dimethylpiperazin-1-yl)ethoxy)acetic acid hydrochloride Cl.OC=1C=C2C=CC(=C(C2=CC1)OC1=CC=C(OCCN2C[C@@H](N(C[C@H]2C)CCOCC(=O)O)C)C=C1)C1=CC=C(C=C1)S(=O)(=O)C